1-(4-(3-(3-chlorophenyl)-1H-pyrrolo[2,3-b]pyridin-5-yl)benzyl)piperidin-3-ol ClC=1C=C(C=CC1)C1=CNC2=NC=C(C=C21)C2=CC=C(CN1CC(CCC1)O)C=C2